ClC1=C(C=CC=C1)C=1C2=CC=CC=C2C=2C=C(C=CC2C1)C1=CC=CC=C1 9-(2-chlorophenyl)-3-phenylphenanthrene